COC1=C(CN2C([C@H]([C@@H](C2)NC2=NC=C(C=3C2=NC=CN3)C3=CC=C(C=C3)C(F)(F)F)C)=O)C=CC(=C1)OC (3S,4S)-1-(2,4-dimethoxybenzyl)-3-methyl-4-((8-(4-(trifluoromethyl)phenyl)pyrido[3,4-b]pyrazin-5-yl)amino)pyrrolidin-2-one